CS(=O)(=O)OC[C@@H](NC(=O)OC(C)(C)C)C(=O)O Boc-D-serine methanesulfonate